(R)-4-cyano-N-(6-(3-cyano-5-fluorophenyl)pyrimidin-4-yl)morpholine-2-carboxamide C(#N)N1C[C@@H](OCC1)C(=O)NC1=NC=NC(=C1)C1=CC(=CC(=C1)F)C#N